C(C1=CC=CC=C1)OC(=O)[C@H]1N(C[C@@H](C1)O)C([C@H](C(C)(C)C)N)=O.C(#N)C=1N=CC(=NC1)NC1=CC(=C(N=N1)C(=O)NC1CC1)NCC1CNCCO1 6-(5-cyanopyrazin-2-ylamino)-N-cyclopropyl-4-(morpholin-2-ylmethylamino)pyridazine-3-carboxamide (2S,4R)-benzyl-1-((S)-2-amino-3,3-dimethylbutanoyl)-4-hydroxypyrrolidine-2-carboxylate